OC1=CC=C(C=C1)NC(\C=C(/C)\C1=CC=CC=C1)=O (E)-N-(4-hydroxyphenyl)-3-phenylbut-2-enamide